3,5-dicyanothiophenol C(#N)C=1C=C(C=C(C1)C#N)S